FC(C1=C(C=NC=C1)N1CCCCC1)(F)F (S)-1-(4-(trifluoromethyl)pyridin-3-yl)piperidin